1-(6-chloro-4-isopropyl-2,7-naphthyridin-1-yl)-3-fluoro-N-methylazetidine-3-carboxamide ClC=1C=C2C(=CN=C(C2=CN1)N1CC(C1)(C(=O)NC)F)C(C)C